FC=1C=C(COC2=CC=CC(=N2)C2=C(C=C(CC3=NC4=C(N3CC3OCCC3)C=C(C=C4)C(=O)O)C=C2)F)C=CC1F 2-(4-(6-(3,4-difluorobenzyloxy)pyridin-2-yl)-3-fluorobenzyl)-1-((tetrahydrofuran-2-yl)methyl)-1H-benzo[d]imidazole-6-carboxylic acid